7-((4,6-dimethyl-2-oxo-1,2-dihydropyridin-3-yl)methyl)-2-(4-(3-methoxyazetidin-1-yl)cyclohexyl)-2,9-dimethyl-2,3,6,7-tetrahydrofuro[3,2-g]isoquinolin-8(5H)-one CC1=C(C(NC(=C1)C)=O)CN1C(C2=C(C3=C(C=C2CC1)CC(O3)(C)C3CCC(CC3)N3CC(C3)OC)C)=O